N-[(1S)-2-[(4-cyano-2-naphthyl)oxy]-1-methyl-ethyl]-1,1,1-trifluoro-methanesulfonamide C(#N)C1=CC(=CC2=CC=CC=C12)OC[C@H](C)NS(=O)(=O)C(F)(F)F